6-chloro-1-methyl-3-(N-methyl-2-(trifluoromethyl)-indol-3-yl)quinoxaline-2(1H)-one ClC=1C=C2N=C(C(N(C2=CC1)C)=O)C1=C(N(C2=CC=CC=C12)C)C(F)(F)F